S1C2=C(C(=C1)S(=O)(=O)N1CCC(CC1)NC=1N=CC3=C(N1)N(C(C(=C3)C#C)=O)[C@H]3[C@](CCC3)(C)O)C=CC=C2 2-((1-(benzo[b]thiophen-3-ylsulfonyl)piperidin-4-yl)amino)-6-ethynyl-8-((1r,2r)-2-hydroxy-2-methylcyclopentyl)pyrido[2,3-d]pyrimidin-7(8H)-one